(-)-trans-6-[3-[4-[1-(Trifluoromethyl)cyclopropyl]phenyl]azetidine-1-carbonyl]-4,4a,5,7,8,8a-hexahydropyrido[4,3-b][1,4]oxazin-3-one FC(C1(CC1)C1=CC=C(C=C1)C1CN(C1)C(=O)N1C[C@@H]2[C@H](OCC(N2)=O)CC1)(F)F